C(C)C1=C(C=2C=C3C(=C(C(=CC=4C(=C(C(=CC5=C(C(=C(N5)C=C1N2)CC)CC)N4)CC)CC)N3)CC)CC)CC.[Zn+2] zinc (II) octaethylporphyrin